tert-butyl (4S)-4-carbamoyl-4-(4-{2-[(1S,3R)-5-(3-methoxy-4-nitrobenzoyl)-5-azaspiro[2.5]octan-1-yl]ethynyl}-1-oxo-3H-isoindol-2-yl)butanoate C(N)(=O)[C@H](CCC(=O)OC(C)(C)C)N1C(C2=CC=CC(=C2C1)C#C[C@@H]1C[C@@]12CN(CCC2)C(C2=CC(=C(C=C2)[N+](=O)[O-])OC)=O)=O